COC1=CC=C(C=C1)CN(S(=O)(=O)C1=NNC=C1)CC1=CC=C(C=C1)OC N,N-bis[(4-methoxyphenyl)methyl]-1H-pyrazole-3-sulfonamide